N1=CC(=CC=C1)C=1C=C(C=C(C1)C1=CC(=CC=C1)C1=CC(=CC=C1)C=1C=NC=NC1)C=1C=C(C=CC1)C=1C=C(C=CC1)C=1C=NC=NC1 5-(m-{m-[3-(3-pyridyl)-5-{m-[m-(5-pyrimidinyl)phenyl]phenyl}phenyl]phenyl}phenyl)pyrimidine